trans-4-(2-(3-Hydroxypropoxy)acetamido)-N-(4-(1-isopropyl-1H-pyrazol-4-yl)pyridin-2-yl)-N-((4-(4-methoxy-3-methylphenyl)bicyclo[2.2.2]octan-1-yl)methyl)cyclohexanecarboxamide OCCCOCC(=O)N[C@@H]1CC[C@H](CC1)C(=O)N(CC12CCC(CC1)(CC2)C2=CC(=C(C=C2)OC)C)C2=NC=CC(=C2)C=2C=NN(C2)C(C)C